3-(4-(ethylsulfonamido)-3-((4-fluorobenzyl)oxy)phenyl)5-((6-(trifluoromethyl)pyrazin-2-yl)amino)-1H-pyrazole-4-carboxamide C(C)S(=O)(=O)NC1=C(C=C(C=C1)C1=NNC(=C1C(=O)N)NC1=NC(=CN=C1)C(F)(F)F)OCC1=CC=C(C=C1)F